C[C@H]1O[C@@H](CN(C1)C(CC=1C(OC2=C(C(=C(C=C2C1C)OC)O)C=O)=O)=O)C 3-(2-((2R,6R)-2,6-dimethylmorpholino)-2-oxoethyl)-7-hydroxy-6-methoxy-4-methyl-2-oxo-2H-chromen-8-carbaldehyde